P(=O)(O)(O)OC\C=C(/C)\CCC[C@H](C)CCC[C@H](C)CCCC(C)C phytyl alcohol phosphate